C(C)(C)(C)OC(=O)NCC(CC(=O)[O-])CC=C 3-((tert-butoxycarbonylamino)methyl)hex-5-enoate